acetamidosulfonic acid choline OCC[N+](C)(C)C.C(C)(=O)NS(=O)(=O)O